2-(7-(cyclopentylamino)-2-phenyl-1H-indol-5-yl)-N-methylacetamide C1(CCCC1)NC=1C=C(C=C2C=C(NC12)C1=CC=CC=C1)CC(=O)NC